C1C(CC12CCC2)NCCCCCCC#CC=2C=CC1=C(C(=CO1)C1C(NC(CC1)=O)=O)C2 3-(5-(8-(spiro[3.3]heptane-2-ylamino)oct-1-yn-1-yl)benzofuran-3-yl)piperidine-2,6-dione